(1S,3S)-3-((3-bromo-6,7-dihydrospiro[cyclopenta[d]pyrazolo[1,5-a]pyrimidine-5,1'-cyclopentane]-8-yl)amino)cyclopentanecarboxylic acid BrC=1C=NN2C1N=C1C(=C2N[C@@H]2C[C@H](CC2)C(=O)O)CCC12CCCC2